N-(5-(2,2-dimethyl-2,3-dihydro-[1,4]dioxino[2,3-b]pyridin-6-yl)-4-((4-(1-methoxyethyl)-6'-(methylsulfonyl)-[3,4'-bipyridin]-2'-yl)amino)pyridin-2-yl)acetamide CC1(OC=2C(=NC(=CC2)C=2C(=CC(=NC2)NC(C)=O)NC2=NC(=CC(=C2)C=2C=NC=CC2C(C)OC)S(=O)(=O)C)OC1)C